8-(4-(1-(4-fluorophenyl)ethyl)piperazin-1-yl)-7-nitro-6-oxo-5-(prop-2-yn-1-yl)-5,6-dihydro-1,5-naphthyridine-2-carbonitrile FC1=CC=C(C=C1)C(C)N1CCN(CC1)C1=C(C(N(C=2C=CC(=NC12)C#N)CC#C)=O)[N+](=O)[O-]